COC(=O)C1=CNC2=C(C=C1)C=C(C=C2)C 7-methylbenzazepine-3-Carboxylic acid methyl ester